ethyl 2-(2-((2-(hydroxymethyl)-7-iodobenzofuran-5-yl)methoxy)-4-methylphenyl)acetate OCC=1OC2=C(C1)C=C(C=C2I)COC2=C(C=CC(=C2)C)CC(=O)OCC